1,4-Bis[(t-butylperoxy)isopropyl]benzol C(C)(C)(C)OOC(C)(C)C1=CC=C(C=C1)C(C)(C)OOC(C)(C)C